OCCOC1=CC2=CC[C@H]3[C@@H]4CC[C@@H](CCC(=O)O)[C@]4(CC[C@@H]3[C@]2(CC1)C)C beta-hydroxy-3-ethoxy-17alpha-pregna-3,5-diene-21-carboxylic acid